C(C)(C)(C)C=1C=C(C=C(C1O)C(C)(C)C)CCC(=O)OCCCCCCOC(CCC1=CC(=C(C(=C1)C(C)(C)C)O)C(C)(C)C)=O hexamethylene glycol bis[3-(3,5-dit-butyl-4-hydroxyphenyl) propionate]